CC=1C=C(C=C(C1)C)C1C=CC=C2C1CCS2 4-(3,5-dimethylphenyl)-3,4-dihydrobenzo[4,5]thiophene